NC1=C(C=C(C(=O)O)C=C1)O 4-Amino-3-hydroxybenzoic acid